(3R)-3-[3-Chloro-5-(2,2,2-trifluoroethoxy)phenoxy]pyrrolidine ClC=1C=C(O[C@H]2CNCC2)C=C(C1)OCC(F)(F)F